NC=1C2=C(N=CN1)N(C=C2C=2C(=C(C=CC2)NS(=O)(=O)C2=CC(=CC(=C2)Cl)Cl)F)C N-[3-(4-amino-7-methyl-7H-pyrrolo[2,3-d]pyrimidin-5-yl)-2-fluoro-phenyl]-3,5-dichloro-benzenesulfonamide